1-methyl-1,4-diazepane CN1CCNCCC1